CC1OC(C(OC1C)=O)=O 5,6-dimethyl-1,4-dioxane-2,3-dione